1-(7-methyl-3H-imidazo[4,5-b]pyridin-2-yl)methanamine CC1=C2C(=NC=C1)NC(=N2)CN